methyl ((S)-1-((3S,5S)-5-(((S)-1-(cyclopropylamino)-6,6-difluoro-1,2-dioxoheptan-3-yl)carbamoyl)-1,1-difluoro-6-azaspiro[2.5]octan-6-yl)-3,3-dimethyl-1-oxobutan-2-yl)carbamate C1(CC1)NC(C([C@H](CCC(C)(F)F)NC(=O)[C@@H]1C[C@]2(CC2(F)F)CCN1C([C@H](C(C)(C)C)NC(OC)=O)=O)=O)=O